IC1=C(C=C(C(=C1)C1=CC=CC=C1)I)C1=CC=CC=C1 2',5'-Diiodo-1,1':4',1''-terphenyl